FC1(CCN(CC1)C1=NC(=CC(=N1)C1=CC(=NN1)C1=C(C=C(C=C1)NS(=O)(=O)CCO)N1CCC2(CC2)CC1)C)F N-(4-(5-(2-(4,4-difluoropiperidin-1-yl)-6-methylpyrimidin-4-yl)-1H-pyrazol-3-yl)-3-(6-Azaspiro[2.5]octane-6-yl)phenyl)-2-hydroxyethanesulfonamide